4-nitrophenyl ((4,5,6,7-tetrahydropyrazolo[1,5-a]pyridin-2-yl)methyl) carbonate C(OC1=CC=C(C=C1)[N+](=O)[O-])(OCC1=NN2C(CCCC2)=C1)=O